FC1=C(N=C(C2=C1N=C(N=C2)S(=O)C)N(C)[C@H]2[C@@H](C2)OC)C2=CC(=CC1=CC=C(C(=C21)C#C[Si](C(C)C)(C(C)C)C(C)C)F)OCOC 8-fluoro-7-[7-fluoro-3-(methoxymethoxy)-8-[2-(triisopropylsilyl)ethynyl]naphthalen-1-yl]-2-methanesulfinyl-N-[(1R,2R)-2-methoxycyclopropyl]-N-methylpyrido[4,3-d]pyrimidin-5-amine